[Na].C1CCC2=C(C=3CCCC3C=C12)NC(NS(N(C1CC2(CN(C2)C)C1)C=1C=NN(C1)C)(=O)=O)=O 3-(1,2,3,5,6,7-hexahydro-s-indacen-4-yl)-1-[(1-methyl-1H-pyrazol-4-yl)({2-methyl-2-azaspiro[3.3]heptan-6-yl})sulfamoyl]urea Sodium Salt